(Z)-1-(3-(5-(dimethylamino)-2-isopropylphenyl)-4-oxothiazolidin-2-ylidene)-3-(2-fluoro-4-(1-(5-(trifluoromethyl)pyridin-2-yl)-1H-1,2,4-triazol-3-yl)phenyl)urea CN(C=1C=CC(=C(C1)N1/C(/SCC1=O)=N/C(=O)NC1=C(C=C(C=C1)C1=NN(C=N1)C1=NC=C(C=C1)C(F)(F)F)F)C(C)C)C